1,2,3,4,5-pentafluorobenzoic acid FC1(C(=O)O)C(C(=C(C(=C1)F)F)F)F